spiro[2.2]pentane-1-carboxylic acid naphthalen-2-ylmethyl ester C1=C(C=CC2=CC=CC=C12)COC(=O)C1CC12CC2